(2S)-2-(6-(tert-butoxycarbonyl)-1-oxo-2,6-diazaspiro[3.5]nonan-2-yl)-3-hydroxypropanoic acid C(C)(C)(C)OC(=O)N1CC2(CN(C2=O)[C@H](C(=O)O)CO)CCC1